4-((2S,5R)-4-(1-(4-chlorophenyl)-3-methylbutyl)-2,5-dimethylpiperazin-1-yl)-2-methyl-1-(((S)-tetrahydrofuran-2-yl)methyl)-1H-[1,2,4]triazolo[3,4-b]purine ClC1=CC=C(C=C1)C(CC(C)C)N1C[C@@H](N(C[C@H]1C)C=1C=2N=C(N(C2N2C(N1)=NN=C2)C[C@H]2OCCC2)C)C